norborneneic anhydride C12(C=CC(CC1)C2)C(=O)OC(=O)C21C=CC(CC2)C1